(2R,4R)-1-(3-chloro-2-fluorobenzyl)-2-ethyl-4-((5-fluoro-6-isopropyl-2-((5-methyl-1H-pyrazol-3-yl)amino)pyrimidin-4-yl)methyl)piperidine-4-carboxylic acid ClC=1C(=C(CN2[C@@H](C[C@@](CC2)(C(=O)O)CC2=NC(=NC(=C2F)C(C)C)NC2=NNC(=C2)C)CC)C=CC1)F